N1=CC=C2N1CCCN(C2)C(=O)OC(C)(C)C tertbutyl 4,6,7,8-tetrahydropyrazolo[1,5-a][1,4]diazepine-5-carboxylate